ClC1=NC=NC2=CC=CC(=C12)Br 4-chloro-5-bromoquinazoline